C1(=CC=CC=C1)C=CC(=O)C1=CC=C(C=C1)C(C(=O)O)CC 2-[4-(3-Phenylprop-2-enoyl)phenyl]butanoic acid